3,5-Dibromo-4,5-dihydroxybenzaldehyde BrC1=CC(C=O)=CC(C1O)(O)Br